C(C)[C@H]1COCCN1C1=NC(=NC(=C1)CS(=O)(=O)CCC)C1=CC=C2C(=N1)C=C(N2COCC[Si](C)(C)C)CN(C(OC(C)(C)C)=O)C tert-butyl (S)-((5-(4-(3-ethylmorpholino)-6-((propylsulfonyl)-methyl)pyrimidin-2-yl)-1-((2-(trimethylsilyl)ethoxy)methyl)-1H-pyrrolo[3,2-b]pyridin-2-yl)methyl)(methyl)-carbamate